methyl 2-(4-(methylamino)-1-(4-methoxybenzyl)-1H-pyrazolo[4,3-c]pyridin-3-yl)benzoate CNC1=NC=CC2=C1C(=NN2CC2=CC=C(C=C2)OC)C2=C(C(=O)OC)C=CC=C2